((diethylmethylsilyl)-cyclopentadienyl)indium C(C)[Si](C)(CC)C1(C=CC=C1)[In]